ClC=1C=C(C=CC1Cl)NC(=O)N1C2CCC1CC1=C2C=CC(=C1)OC (±)-N-(3,4-dichlorophenyl)-2-methoxy-6,7,8,9-tetrahydro-5H-5,8-epiminobenzo[7]annulene-10-carboxamide